(R)-1-(2-chlorophenyl)ethyl (5-(5-((diphenylmethylene)amino)-6-methylpyridin-2-yl)-3-methylisoxazol-4-yl)carbamate C1(=CC=CC=C1)C(C1=CC=CC=C1)=NC=1C=CC(=NC1C)C1=C(C(=NO1)C)NC(O[C@H](C)C1=C(C=CC=C1)Cl)=O